C1(CCC1)OCC1=C(C=CC=C1)NC(C=CC1=CC=C2C=NN(C2=C1)C1OCCCC1)=O N-[2-(cyclobutoxymethyl)phenyl]-3-[1-(oxan-2-yl)indazol-6-yl]prop-2-enamide